tert-butyl 3-({5-[3-(cyclopropyl-carbamoyl)-1H-indazol-6-yl]-2-(deutero)methoxypyridin-3-yl}-formamido)-2,2-dimethyl-propanoate C1(CC1)NC(=O)C1=NNC2=CC(=CC=C12)C=1C=C(C(=NC1)OC[2H])C(=O)NCC(C(=O)OC(C)(C)C)(C)C